FC(C)(C)C1=CC=CC(=N1)N1N=C(C=2C=NC(=CC21)NC(C)=O)N2C[C@H](CC2)NC(C)C (S)-N-(1-(6-(2-fluoroprop-2-yl)pyridin-2-yl)-3-(3-(isopropylamino)pyrrolidin-1-yl)-1H-pyrazolo[4,3-c]pyridin-6-yl)acetamide